ethyl-dipropyl-methoxysilane C(C)[Si](OC)(CCC)CCC